BrC=1C(=CC(=C(N)C1)F)C1=CC=2C(=NON2)C=C1F 5-bromo-2-fluoro-4-(6-fluorobenzo[c][1,2,5]oxadiazol-5-yl)aniline